N-(4-(9-(2-fluoroisonicotinoyl)-9-azabicyclo[3.3.1]non-2-en-3-yl)-1H-pyrrolo[2,3-b]pyridin-6-yl)cyclopropylcarboxamide FC=1C=C(C(=O)N2C3C=C(CC2CCC3)C3=C2C(=NC(=C3)NC(=O)C3CC3)NC=C2)C=CN1